(R)-6-Chloro-5-fluoro-1'-(3-((R)-1-(4-methyl-1H-benzo[d]imidazol-6-yl)propyl)-1H-1,2,4-triazole-5-carbonyl)spiro[benzo[d][1,3]oxazine-4,3'-piperidin]-2(1H)-one ClC1=C(C2=C(NC(O[C@@]23CN(CCC3)C(=O)C3=NC(=NN3)[C@H](CC)C=3C=C(C2=C(NC=N2)C3)C)=O)C=C1)F